3-amino-1-(2-hydroxyethyl)pyrrolidin-2-one hydrochloride Cl.NC1C(N(CC1)CCO)=O